CC=1C=C(C=NC1N1CCNCC1)CC1=CN=C2C(=NC(=NN21)N[C@H](C)CCC)N (R)-7-((5-methyl-6-(piperazin-1-yl)pyridin-3-yl)methyl)-N2-(pentan-2-yl)imidazo[2,1-f][1,2,4]triazine-2,4-diamine